3-((2-chloro-5-methylpyrimidin-4-yl)amino)N-methyl-N-(5-nitro-2-(2-(pyrrolidin-1-yl)ethoxy)benzyl)carboxamide ClC1=NC=C(C(=N1)NC=1C(=C(CN(C=O)C)C=C(C1)[N+](=O)[O-])OCCN1CCCC1)C